bis(3-methylphenyl)-N,N-diphenyl-[1,1'-biphenyl]-4,4'-diamine CC=1C=C(C=CC1)C=1C(=C(C=CC1N(C1=CC=CC=C1)C1=CC=CC=C1)C1=CC=C(C=C1)N)C1=CC(=CC=C1)C